C1=NC=CC2=CC=C(C=C12)NC(NC1=NC(=CC(=N1)NCCNC(C)=O)C)=O N-(2-((2-(3-(isoquinolin-7-yl)ureido)-6-methylpyrimidin-4-yl)amino)ethyl)acetamide